NC1=CC(=C(C(=N1)Cl)Cl)SC=1C=2N(C(=NC1)N1CCC3(CCC[C@H]3N)CC1)C=NN2 (R)-8-(8-((6-amino-2,3-dichloropyridin-4-yl)thio)-[1,2,4]triazolo[4,3-c]pyrimidin-5-yl)-8-azaspiro[4.5]decan-1-amine